Fmoc-L-aspartic acid β-tert-butyl ester CC(C)(C)OC(=O)C[C@@H](C(=O)O)NC(=O)OCC1C2=CC=CC=C2C3=CC=CC=C13